ClC1=CC=C(C=C1)C1=C(C=NN1C1=C(C=C(C=C1)Cl)Cl)C 5-(4-chlorophenyl)-1-(2,4-dichlorophenyl)-4-methyl-1H-pyrazol